4-(1H-imidazol-2-yl)-2-methyl-5-(morpholinomethyl)pyridin-3-ol N1C(=NC=C1)C1=C(C(=NC=C1CN1CCOCC1)C)O